BrC1=C(C2=C(C(=N1)OC)N=C(S2)NC(C2=CC=CC=C2)=O)C2CCO2 N-[6-bromo-4-methoxy-7-(oxetan-4-yl)-[1,3]thiazolo[4,5-c]pyridin-2-yl]benzamide